CP(=O)(C)C1=CC=C(C=N1)C=1N=C2C(=C(C(=NC2=CC1F)C)C)N[C@H](C)C=1C=C(C#N)C=CC1F 3-[(1R)-1-({6-[6-(dimethylphosphoryl)pyridin-3-yl]-7-fluoro-2,3-dimethyl-1,5-naphthyridin-4-yl}amino)ethyl]-4-fluorobenzonitrile